COC1=C(C=CC(=C1)OC)C1=NC(=NC=C1)C1=CC(=C(C=C1)OCC)F 4-(2,4-Dimethoxyphenyl)-2-(4-ethoxy-3-fluorophenyl)pyrimidine